OC1CC(CCC1)N1C(C(=CC1=O)C1=CC=CC=C1)=O 1-(3-hydroxycyclohexyl)-3-phenyl-1H-pyrrole-2,5-dione